ClC1=CC=C2C(=N1)N(C(=N2)C=2C(=NC=CC2)N)C2=CC=C(C=C2)CCl 3-(5-chloro-3-(4-(chloromethyl)phenyl)-3H-imidazo[4,5-b]pyridin-2-yl)pyridin-2-amine